CC1=NC2=CC=C(C=C2C=C1N1CCN(CC1)CC=1C=CC=2C3=C(C(NC2C1)=O)C=NN3)C(NC)=O 7-((4-(2-methyl-6-(methylcarbamoyl)quinolin-3-yl)piperazin-1-yl)methyl)-1,5-dihydro-4H-pyrazolo[4,3-c]quinoline-4-one